(R)-N-(amino(5-(2-hydroxypropan-2-yl)thiazol-2-yl)(oxo)-λ6-sulfaneylidene)-2-(3',4'-dichloro-3,5-diisopropyl-[1,1'-biphenyl]-4-yl)acetamide N[S@](=NC(CC1=C(C=C(C=C1C(C)C)C1=CC(=C(C=C1)Cl)Cl)C(C)C)=O)(=O)C=1SC(=CN1)C(C)(C)O